CC1CN(CC(N1)=O)C(=O)[O-] 3-methyl-5-oxopiperazine-1-carboxylate